Sodium 3-methyl-5-(5-(trifluoromethyl)pyridin-2-yl)-1H-pyrrole-2-carboxylate CC1=C(NC(=C1)C1=NC=C(C=C1)C(F)(F)F)C(=O)[O-].[Na+]